C(C)(C)(C)C=1C=NC=C(C1)C(C)(C)C 3,5-Di-tert.-butylpyridin